C(C)(=O)ONC(=N)C=1C=C(SC1)[C@@H](C)NC(=O)[C@@H]1C[C@](CN1C(CNC(CCCOC1=CC=CC=C1)=O)=O)(F)COCCCCCC(=O)OCC ethyl 6-(((3R,5S)-5-(((R)-1-(4-(N-acetoxycarbamimidoyl)thiophen-2-yl)ethyl) carbamoyl)-3-fluoro-1-((4-phenoxybutanoyl)glycyl)pyrrolidin-3-yl)methoxy)hexanoate